N(=C=O)CCCCCCNC(=O)N(C(=O)NCCCCCCN=C=O)CCCCCCN=C=O 1,3,5-tris(6-isocyanatohexyl)biuret